Cl.NCCCNC(C(=C)C)=O N-(3-aminopropyl)methacrylamide hydrochloride